2-chloro-N1-(4-chloro-3-(pyridin-2-yl)phenyl)-N4-(2-methoxyethyl)terephthalamide ClC1=C(C(=O)NC2=CC(=C(C=C2)Cl)C2=NC=CC=C2)C=CC(=C1)C(=O)NCCOC